C1(=CC=CC=C1)S(=O)(=O)N1C=CC=2C=NC=CC21 1-(phenylsulfonyl)-1H-pyrrolo[3,2-c]Pyridine